FC(C1=C2CCC(C2=CC=C1)N)(F)F 4-(trifluoromethyl)-2,3-dihydro-1H-inden-1-amine